C(C)(=O)OC[C@@H]1O[C@H]([C@H]([C@H]([C@H]1OC(C)=O)OC(C)=O)OC(C)=O)OC1=CC=C(C=C1)C(\C=C\C1=CC=CC=C1)=O [(2S,3S,4S,5S,6S)-3,4,5-Triacetyloxy-6-[4-[(E)-3-phenylprop-2-enoyl]phenoxy]oxan-2-yl]methyl acetate